C(C)(C)(C)OC(=O)NC1(CC(C1)(CO)O)C(=O)OCC Ethyl 1-[(tert-butoxycarbonyl)amino]-3-hydroxy-3-(hydroxymethyl)cyclobutanecarboxylate